[Si](C)(C)(C(C)(C)C)OCC1CN(C(O1)=O)C=1N=NC(=CC1)OCC1=C(N=NN1C1=CC=C(C=C1)C(F)F)C 5-(((tert-butyldimethylsilyl)oxy)methyl)-3-(6-((1-(4-(difluoromethyl)phenyl)-4-methyl-1H-1,2,3-triazol-5-yl)methoxy)pyridazin-3-yl)oxazolidin-2-one